nickel bis(dithiolene) salt S1SC=CC1.S1SC=CC1.[Ni]